C1(CC1)N1C=NC(=C1)C=1C=C(C=CC1NC1=NC=C(C=C1)C(F)(F)F)S(=O)(=O)NC 3-(1-cyclopropylimidazol-4-yl)-N-methyl-4-[[5-(trifluoromethyl)-2-pyridyl]amino]benzenesulfonamide